C(C=1C(C(=O)OCCCCCC(C)C)=CC(C(=O)OCCCCCC(C)C)=CC1)(=O)OCCCCCC(C)C tri(isooctyl) trimellitate